(3S,4S)-1-[4-({8-[(2R,3S)-3-(methanesulfonylmeth-yl)-2-methylazetidin-1-yl]-5-(propan-2-yl)isoquinolin-3-yl}amino)pyrimidin-2-yl]-4-methylpiperidine-3,4-diol CS(=O)(=O)C[C@@H]1[C@H](N(C1)C=1C=CC(=C2C=C(N=CC12)NC1=NC(=NC=C1)N1C[C@@H]([C@](CC1)(O)C)O)C(C)C)C